NC1=C(C(=NC(=N1)N1CC2(C(C1)CN)CCOCC2)C(=O)N)C2=C(C(=CC=C2)Cl)Cl 6-amino-2-[4-(aminomethyl)-8-oxa-2-azaspiro[4.5]decan-2-yl]-5-(2,3-dichlorophenyl)-pyrimidine-4-carboxamide